(R)-2-((3S,5S,6S,8R,9S,10R,13S,14S,17S)-3,6-bis((tert-butyldimethylsilyl)oxy)-10,13-dimethylhexadecahydro-1H-cyclopenta[a]phenanthren-17-yl)oct-3-yn-2-ol [Si](C)(C)(C(C)(C)C)O[C@H]1CC[C@@]2([C@H]3CC[C@@]4([C@H](CC[C@H]4[C@@H]3C[C@@H]([C@H]2C1)O[Si](C)(C)C(C)(C)C)[C@](C)(C#CCCCC)O)C)C